C(C)(C)[C@]1(C(NC(N1)=O)=O)C1=CC=C(C=C1)C(=O)N1CC(CC1)N1CCC=2C1=NC=C(C2)C (R)-5-isopropyl-5-{4-[3-(5-methyl-2,3-dihydropyrrolo[2,3-b]pyridin-1-yl)pyrrolidine-1-carbonyl]phenyl}imidazolidine-2,4-dione